adenine-13C N1=[13CH]N=C2N=CNC2=C1N